Tert-butyl 2-((3-(6-chloropyridazin-4-yl)-5-(2,3-difluorophenyl)pyrazin-2-yl)amino)-3-(furan-2-yl)propanoate ClC1=CC(=CN=N1)C=1C(=NC=C(N1)C1=C(C(=CC=C1)F)F)NC(C(=O)OC(C)(C)C)CC=1OC=CC1